2,4-dibromo-nicotinamide BrC1=C(C(=O)N)C(=CC=N1)Br